Methyl (3S,9R)-7-hydroxy-5-oxooctahydro-1H-pyrrolo[1,2-a]azepine-3-carboxylate OC1CCC2N(C(C1)=O)[C@@H](CC2)C(=O)OC